F\C(\C(=O)NC=1C=C2C(=NC=NC2=CC1OC)NC1=C(C=C(C(=C1)C)OC1=CC=C2C=CC=NC2=C1)OC)=C\[C@@H]1N(CCC1)C (R,E)-2-Fluoro-N-(7-methoxy-4-((2-methoxy-5-methyl-4-(quinolin-7-yloxy)phenyl)amino)quinazoline-6-yl)-3-(1-methylpyrrolidin-2-yl)acrylamide